4-(2-chloro-5-nitrophenyl)-1-methylpyrazol-3-amine ClC1=C(C=C(C=C1)[N+](=O)[O-])C=1C(=NN(C1)C)N